N1CCC(CC1)C\C=C/1\CC2[C@H](C([C@H]3[C@@H]4CCC([C@@]4(C)CC[C@@H]3[C@]2(CC1)C)=O)=O)CO (E,Z)-3-[2-(piperidin-4-yl)ethyliden]-6alpha-hydroxymethylandrostane-7,17-dione